(Z)-((2S,3R,4R)-4-(4-acetylbenzyl)-2-(3,4,5-trimethoxyphenyl)tetrahydrofuran-3-yl)methyl-2-methylbut-2-enoate C(C)(=O)C1=CC=C(C[C@@H]2[C@@H]([C@H](OC2)C2=CC(=C(C(=C2)OC)OC)OC)COC(\C(=C/C)\C)=O)C=C1